amino-2-nitro-5-methoxybenzene NC1=C(C=CC(=C1)OC)[N+](=O)[O-]